BrC(C)C1=CC=C(C=C1)S(=O)(=O)C 1-(1-bromoethyl)-4-(methylsulfonyl)benzene